2-(((S)-(perfluorophenoxy)(phenoxy)phosphoryl)amino)propanoic acid (S)-2-propylpentyl ester C(CC)C(COC(C(C)N[P@](=O)(OC1=CC=CC=C1)OC1=C(C(=C(C(=C1F)F)F)F)F)=O)CCC